1-[3-(difluoromethyl)-6-(6-methoxybenzimidazol-1-yl)-2-pyridyl]-5-methyl-pyrazole-3-carbonitrile FC(C=1C(=NC(=CC1)N1C=NC2=C1C=C(C=C2)OC)N2N=C(C=C2C)C#N)F